O1C=NC=C1CNC(=O)NC1=CC=C(C=C1)S(=O)(=O)C1=CC(=CC=C1)C(F)(F)F 1-(Oxazol-5-ylmethyl)-3-(4-((3-(trifluoromethyl)phenyl)sulfonyl)phenyl)urea